(fluoro)pentanol FC(CCCC)O